C1(C=CC(N1CCCCCN1C(C=CC1=O)=O)=O)=O 1,5-bismaleimidopentane